OC1=C(C(=O)NCC2=C(C(=O)O)C=CC=C2)C=C(C(=C1)S(=O)(=O)O)O 2-((2,5-dihydroxy-4-sulfobenzamido)methyl)benzoic acid